[Si](C)(C)(C(C)(C)C)C(CC=C)(C#CCC)O 4-(tert-butyldimethylsilyl)-1-octen-5-yn-4-ol